Undecenoylcarnitine CCCCCCCCC=CC(=O)C(CC(=O)[O-])(C[N+](C)(C)C)O